ClC1=C(OC=2C=C(C=CC2)[C@H](CC(=O)[O-])NC(=O)NC=2C(N(C=CC2[O-])C)=O)C=CC=C1.[Na+].[Na+] Natrium (S)-3-(3-(2-Chlorophenoxy)phenyl)-3-(3-(1-Methyl-4-oxido-2-oxo-1,2-Dihydropyridin-3-yl)ureido)propanoat